N-(4-chloro-3-cyanobenzyl)butanamide ClC1=C(C=C(CNC(CCC)=O)C=C1)C#N